2,4-dimethoxy-5-(p-toluoyl)benzophenone COC1=C(C(=O)C2=CC=CC=C2)C=C(C(=C1)OC)C(=O)C1=CC=C(C=C1)C